C(#N)C=1C=C(C=CC1)C=1C=NC(=C(C(=O)NC=2C=C(C=CC2)S(=O)(C)=NC(OC(C)(C)C)=O)C1C)N1CCC(CCC1)(F)F tert-butyl ((3-(5-(3-cyanophenyl)-2-(4,4-difluoroazepan-1-yl)-4-methylnicotinamido)phenyl)(methyl)(oxo)-λ6-sulfaneylidene)carbamate